C1(CCC1)NS(=O)(=O)C=1C(=NC=C(C1)OC1=C(C=C(C=C1Cl)[N+](=O)[O-])Cl)OC N-cyclobutyl-5-(2,6-dichloro-4-nitro-phenoxy)-2-methoxy-pyridine-3-sulfonamide